{[1,1'-binaphthalene]-2,2'-diylbis(oxy-2,1-phenylene)}dimethanol C1(=C(C=CC2=CC=CC=C12)OC1=C(C=CC=C1)CO)C1=C(C=CC2=CC=CC=C12)OC1=C(C=CC=C1)CO